B([O-])([O-])[O-].[Na+].C(C(=O)O)(=O)O.C(C(=O)O)(=O)O.[Na+].[Na+] (bisoxalic acid) sodium borate